tert-butyl (S)-(3-(2-hydroxyphenyl)-6,7,8,9-tetrahydro-5H-pyridazino[3,4-b]indol-6-yl)carbamate OC1=C(C=CC=C1)C1=CC2=C(NC=3CC[C@@H](CC23)NC(OC(C)(C)C)=O)N=N1